5-ethylsulfonyl-1,3-dimethyl-6-[1-methyl-5-(trifluoromethylsulfonyl)benzimidazol-2-yl]benzimidazol-2-one C(C)S(=O)(=O)C1=CC2=C(N(C(N2C)=O)C)C=C1C1=NC2=C(N1C)C=CC(=C2)S(=O)(=O)C(F)(F)F